CC1NCCCNC1 2-methyl-1,4-diazacycloheptane